1-(4-(2-(dimethylamino)ethoxy)phenyl)-1H-benzo[d]imidazol-2(3H)-one CN(CCOC1=CC=C(C=C1)N1C(NC2=C1C=CC=C2)=O)C